COC1=NC=CC=C1C=1C=NN2C1N=C(C=C2)N2CC1=C(CC2)N=CN1CC(C)(C)C 5-(3-(2-methoxypyridin-3-yl)pyrazolo[1,5-a]pyrimidin-5-yl)-3-neopentyl-4,5,6,7-tetrahydro-3H-imidazo[4,5-c]pyridine